C1(CCCC1)=C1C(NCC1)=O cyclopentylidene-2-pyrrolidone